C(#N)C1=CC=C(N=N1)[C@H](C)NC(CN1C(NC2=CC=C(C(=C2C1=O)F)F)=O)=O (S)-N-(1-(6-cyanopyridazin-3-yl)ethyl)-2-(5,6-difluoro-2,4-dioxo-1,4-dihydroquinazolin-3(2H)-yl)acetamide